FC1=C(C=CC=C1F)CN1CCN(CC1)C(=O)C=1C(=NC(=C(C1O)C1=C(C=CC=C1OC)OC)COCC)O 3-{4-[(2,3-difluorophenyl)methyl]piperazine-1-carbonyl}-5-(2,6-dimethoxyphenyl)-6-(ethoxymethyl)pyridine-2,4-diol